[Br-].COC(OC)[SiH2]COC1=C(C=C(C=C1)O)[P+](C1=CC=CC=C1)(C1=CC=CC=C1)C1=CC=CC=C1 (2-[(dimethoxymethylsilyl)methoxy]-5-hydroxyphenyl)triphenylphosphonium bromide